FC(N1N=CC(=C1)C1=CC=C(C(=O)OC)C=C1)F methyl 4-[1-(difluoromethyl)pyrazol-4-yl]benzoate